((1R,3s,5S)-8-azabicyclo[3.2.1]oct-3-yl)-3-chloro-4-(2-(3,5-dimethyl-1H-pyrazolo[4,3-d]pyrimidin-1-yl)cyclopropyl)-N-methylbenzamide [C@H]12CC(C[C@H](CC1)N2)C2=C(C(=O)NC)C=CC(=C2Cl)C2C(C2)N2N=C(C=1N=C(N=CC12)C)C